6-(4-(4-cyclobutylpiperazin-1-yl)phenyl)-2-(3,4-dimethoxyphenyl)-1,4-dimethyl-1H-imidazo[4,5-c]pyridine C1(CCC1)N1CCN(CC1)C1=CC=C(C=C1)C1=CC2=C(C(=N1)C)N=C(N2C)C2=CC(=C(C=C2)OC)OC